3-(5-(1-(6-methyl-1H-indole-2-carbonyl)piperidin-4-yl)-1-oxoisoindolin-2-yl)piperidine-2,6-dione CC1=CC=C2C=C(NC2=C1)C(=O)N1CCC(CC1)C=1C=C2CN(C(C2=CC1)=O)C1C(NC(CC1)=O)=O